(1'R,2'R)-5'-Methyl-2'-(prop-1-en-2-yl)-4-propyl-1',2',3',4'-tetra-hydro-[1,1'-biphenyl]-2,6-diol CC=1CC[C@H]([C@@H](C1)C=1C(=CC(=CC1O)CCC)O)C(=C)C